N-[2,6-dimethyl-4-(7-trifluoromethyl-3,4-dihydro-1H-isoquinolin-2-yl)-phenyl]-3,3-dimethyl-butanamide CC1=C(C(=CC(=C1)N1CC2=CC(=CC=C2CC1)C(F)(F)F)C)NC(CC(C)(C)C)=O